7-fluoro-8-methoxy-4-methyl-6-nitro-1H-quinolin-2-one FC1=C(C=C2C(=CC(NC2=C1OC)=O)C)[N+](=O)[O-]